FC(CN1C=NC(=C1C1=NN=C(O1)[C@@H]1C[C@@H](CCC1)N(C(C1=CC(=CC=C1)C(F)(F)F)=O)C)C)F N-[(1R,3S)-3-[5-[3-(2,2-difluoroethyl)-5-methyl-imidazol-4-yl]-1,3,4-oxadiazol-2-yl]cyclohexyl]-N-methyl-3-(trifluoromethyl)benzamide